5-(pyrimidine-5-yl)pyridine-2(1H)-one N1=CN=CC(=C1)C=1C=CC(NC1)=O